2-(((4S,5S)-5-(azidomethyl)-2,2-dimethyl-1,3-dioxolan-4-yl)methyl)-1,2,3,4-tetrahydroisoquinoline N(=[N+]=[N-])C[C@H]1[C@@H](OC(O1)(C)C)CN1CC2=CC=CC=C2CC1